Isopropyliden-glycerin C(C)(C)=C(O)C(O)CO